ClC=1C=C(C=C(C1OC1CCC12C(NC1=CC=CC=C21)=O)Cl)B(O)O (3,5-dichloro-4-((2'-oxospiro[cyclobutane-1,3'-indolin]-2-yl)oxy)phenyl)boronic acid